C(C)(C)(C)C1N(CC(=CC1)C1=NC2=NC(=CC=C2C(=C1)NS(=O)(=O)C)C1=C(C=C(C=C1C)C)OC)C(=O)O[C@H](CNCC1=CC=C(C=C1)OC)C (2S)-1-{[(4-methoxyphenyl)methyl]amino}propan-2-ol tert-butyl-5-[4-(methanesulfonamido)-7-(2-methoxy-4,6-dimethyl-phenyl)-1,8-naphthyridin-2-yl]-3,6-dihydro-2H-pyridine-1-carboxylate